(R)-4,6-dimethyl-N-(3-(S-methylsulfonimidoyl)phenyl)-2-(6-azaspiro[2.5]octan-6-yl)-5-(trifluoromethyl)nicotinamide CC1=C(C(=NC(=C1C(=O)NC1=CC(=CC=C1)[S@@](=O)(=N)C)N1CCC2(CC2)CC1)C)C(F)(F)F